The molecule is a phenylpropanoid that is phenol substituted at position 4 by a prop-1-enyl group (the trans-isomer) It is a phenylpropanoid and a member of phenols. It derives from a phenol. C/C=C/C1=CC=C(C=C1)O